N-hydroxy-3-nitrobenzeneamide chloride [Cl-].ONC(=O)C1=CC(=CC=C1)[N+](=O)[O-]